trans-piperidine-1-carboxylic acid azetidin-3-yl ester bis-trifluoroacetate salt FC(C(=O)O)(F)F.FC(C(=O)O)(F)F.N1CC(C1)OC(=O)N1CCCCC1